CN(C1=CC=C(C=C1)NCC(CC1=CNC(O1)=O)O)C 5-[3-(4-dimethylaminophenylamino)-2-hydroxypropyl]-1,3-oxazol-2(3H)-one